5-{2-[(3,3-dimethyl-1-oxo-1,3-dihydro-2-benzofuran-5-yl)amino]-4-{[(1S)-2-hydroxy-1-phenylethyl]Amino}pyrimidin-5-yl}-2,3-dihydro-1,3,4-oxadiazol-2-one CC1(OC(C2=C1C=C(C=C2)NC2=NC=C(C(=N2)N[C@H](CO)C2=CC=CC=C2)C2=NNC(O2)=O)=O)C